ClC=1C=C(C=CC1F)NC(=O)C1=C(N=CN1C)C1CC2CC(CC2C1)(O)C=1C(=NN(C1)CC)C(F)F N-(3-Chloro-4-fluorophenyl)-4-(5-(3-(difluoromethyl)-1-ethyl-1H-pyrazol-4-yl)-5-hydroxyoctahydropentalen-2-yl)-1-methyl-1H-imidazole-5-carboxamide